3-FORMYL-4,6-DIMETHOXY-1H-INDOLE-2-CARBOXYLIC ACID METHYL ESTER COC(=O)C=1NC2=CC(=CC(=C2C1C=O)OC)OC